5-(2-ethylphenoxy)benzaldehyde C(C)C1=C(OC=2C=CC=C(C=O)C2)C=CC=C1